1,3-diaminopropane dihydroiodide I.I.NCCCN